C(C)OC(=O)C=1N=C(SC1)N1N=C(C(=C1C)Br)C1=CC=C(C=C1)F 2-(4-bromo-3-(4-fluorophenyl)-5-methyl-1H-pyrazol-1-yl)thiazole-4-carboxylic acid ethyl ester